C(C)C=1N=C2N(CCCC2)C1C(=O)C=1C=CC(=C(C#N)C1)O 5-(2-ethyl-5,6,7,8-Tetrahydroimidazo[1,2-a]pyridine-3-carbonyl)-2-hydroxybenzonitrile